C(C1=CC=CC=C1)(=O)C1(NC(NC=C1)=O)N 4-benzoylcytosine